(S)-6-fluoro-7-(4-(5-methyl-1,3,4-oxadiazol-2-yl)phenyl)-2-(1,1,1-trifluoro-3-hydroxy-3-methylbutan-2-yl)isoindolin-1-one FC1=CC=C2CN(C(C2=C1C1=CC=C(C=C1)C=1OC(=NN1)C)=O)[C@H](C(F)(F)F)C(C)(C)O